3',4'-dichloro-2-amino-5-fluorobiphenyl hydrochloride Cl.ClC=1C=C(C=CC1Cl)C1=C(C=CC(=C1)F)N